6-((4-(1H-pyrrolo[2,3-b]pyridin-4-yl)-1H-1,2,3-triazol-1-yl)methyl)pyridin N1C=CC=2C1=NC=CC2C=2N=NN(C2)CC2=CC=CC=N2